C1(=CC=CC=C1)SSC=CF phenyl-(2-fluorovinyl)disulfide